OC=1C=C(C=C(C1O)O)CCCCCCCC(=C)C 9-(3,4,5-trihydroxyphenyl)-2-methyl-1-nonene